NC1=C(C(N(C2=CC(=CC=C12)Cl)C1=CC=CC=C1)=O)C(=O)OCCOCC 2-ethoxyethyl 4-amino-7-chloro-2-oxo-1-phenyl-1,2-dihydroquinolin-3-carboxylate